(1R,2S)-2-(3-amino-1H-indazol-6-yl)-5'-methoxyspiro[cyclopropane-1,3'-indolin]-2'-one NC1=NNC2=CC(=CC=C12)[C@@H]1C[C@@]12C(NC1=CC=C(C=C21)OC)=O